5-((5-chloro-3',6'-dihydro-[3,4'-bipyridin]-1'(2'H)-yl)methyl)-2-(2,4-dioxotetrahydropyrimidin-1(2H)-yl)isoindoline-1,3-dione ClC=1C=C(C=NC1)C=1CCN(CC1)CC=1C=C2C(N(C(C2=CC1)=O)N1C(NC(CC1)=O)=O)=O